O[C@H]([C@H](C)NC(CCCCCCCCCCCCCCC)=O)C[C@H](CCCCCCCCCCCCC)O N-((2S,3S,5S)-3,5-dihydroxyoctadecan-2-yl)palmitamide